C(C1=CC=CC=C1)OC([C@H](OC1=C(C=C(C(=N1)C=1OC(=NN1)[C@](CC=C)(C(F)(F)F)OCC1=CC=CC=C1)NC(OC(C)(C)C)=O)C(F)(F)F)C)CC=C tert-butyl N-[6-[(1R)-2-benzyloxy-1-methyl-pent-4-enoxy]-2-[5-[(1R)-1-benzyloxy-1-(trifluoromethyl)but-3-enyl]-1,3,4-oxadiazol-2-yl]-5-(trifluoromethyl)-3-pyridyl]carbamate